F[C@@H]1[C@@H](C1)NC(=O)C1=CN=C2N1N=C(C=C2NC)NC2=C(C(=CC=C2)C2CCC(CC2)=COC)OC N-[(1R,2S)-2-fluorocyclopropyl]-6-({2-methoxy-3-[4-(methoxymethylene)cyclohexyl]phenyl}amino)-8-(methylamino)imidazo[1,2-b]pyridazine-3-carboxamide